4-amino-N-(4-methylpyrimidine-2-yl)benzenesulfonamide phosphorus chromium [Cr].[P].NC1=CC=C(C=C1)S(=O)(=O)NC1=NC=CC(=N1)C